1-[(4-amino-2-methylpyrimidin-5-yl)methyl]-3-bromo-4-[(2,4-difluorobenzyl)oxy]-6-methylpyridin-2(1H)-one hydrochloride Cl.NC1=NC(=NC=C1CN1C(C(=C(C=C1C)OCC1=C(C=C(C=C1)F)F)Br)=O)C